2-phenyl-4,6-bis[2-hydroxy-4-(methylpiperidinyloxycarbonylmethoxy)phenyl]-1,3,5-triazine C1(=CC=CC=C1)C1=NC(=NC(=N1)C1=C(C=C(C=C1)OC(C(=O)ON1CCCCC1)C)O)C1=C(C=C(C=C1)OC(C(=O)ON1CCCCC1)C)O